NCCCNCCCNCCCNC(CCCCCCCC)C N-(3-aminopropyl)-N'-[3-(9-decylamino)propyl]-1,3-propanediamine